fluorine-sulfide [F+][S-]